CN(C(=O)[C@@H]1CNC[C@H]1C1=CC=CC=C1)C1=CC(=CC=C1)C=1C=NC=CC1 |r| (±)-trans-N-methyl-4-phenyl-N-[3-(pyridin-3-yl)phenyl]pyrrolidine-3-carboxamide